O[C@@H](C(=O)NCCC(=O)NCCSC(/C=C/C(=O)OC)=O)C(COP(=O)(O)O)(C)C methyl (R,E)-4-((2-(3-(2-hydroxy-3,3-dimethyl-4-(phosphonooxy)butanamido)propanamido) ethyl)thio)-4-oxobut-2-enoate